(Z)-2-(4-(2-pyrimidinyl)phenoxymethyl)-3-fluoroallylamine trifluoroacetate FC(C(=O)O)(F)F.N1=C(N=CC=C1)C1=CC=C(OC\C(\CN)=C/F)C=C1